C([C@H](C(=O)[C@@H]([C@@H](COP(=O)(O)O)O)O)O)O hexulose 6-Phosphate